C(CCC)C(CC)(O)Cl butyl-chloropropanol